3-FORMYL-2-PYRIDINECARBONITRILE C(=O)C=1C(=NC=CC1)C#N